FC1=CC=C(OC(C(=O)NC2=CC=C(C=C2)C=2C=NC(=CC2)CCC)(C)C)C=C1 2-(4-fluorophenoxy)-2-methyl-N-(4-(6-propylpyridin-3-yl)phenyl)propanamide